2-[2-[4-[(R)-(4-chlorophenyl)-phenyl-methyl]piperazin-1-yl]ethoxy]acetic acid ClC1=CC=C(C=C1)[C@H](N1CCN(CC1)CCOCC(=O)O)C1=CC=CC=C1